(3R)-N-[2,3-dimethoxy-6H,7H,8H-cyclopenta[b]1,5-naphthyridin-9-yl]piperidin-3-amine-HCl Cl.COC=1N=C2C(=C3C(=NC2=CC1OC)CCC3)N[C@H]3CNCCC3